CC1(C(C(=C[C@]2(CCN(C2)C(=O)C=2C(=NC=CC2)C(F)(F)F)C1)C#N)=O)C (5R)-9,9-dimethyl-8-oxo-2-[2-(trifluoromethyl)pyridine-3-carbonyl]-2-azaspiro[4.5]dec-6-ene-7-carbonitrile